Cl.[C-]1(C=CC=C1)CCN.[CH-]1C=CC=C1.[Fe+2] R-ferroceneethylamine hydrochloride